(ethylsulfonamido)benzamide C(C)S(=O)(=O)NC1=C(C(=O)N)C=CC=C1